(S)-3-amino-3-(4-bromophenyl)-N-methylpropanamide N[C@@H](CC(=O)NC)C1=CC=C(C=C1)Br